2-methoxy-N-(1-(trifluoromethyl)cyclopropyl)benzamide COC1=C(C(=O)NC2(CC2)C(F)(F)F)C=CC=C1